2-(6-Chloro-benzothiazol-2-ylamino)-1-methyl-1H-benzoimidazole-5-carboxylic acid [(S)-1-methyl-2-(4-methyl-piperazin-1-yl)-2-oxo-ethyl]-amide C[C@@H](C(=O)N1CCN(CC1)C)NC(=O)C1=CC2=C(N(C(=N2)NC=2SC3=C(N2)C=CC(=C3)Cl)C)C=C1